N-(3-(6-(4-(pyrrolidine-1-carbonyl)phenyl)quinazolin-8-yl)phenyl)acrylamide N1(CCCC1)C(=O)C1=CC=C(C=C1)C=1C=C2C=NC=NC2=C(C1)C=1C=C(C=CC1)NC(C=C)=O